C(C)N1CC(C1)NC(C1=C(C=NC=C1F)NC1=C(C=C(C=C1)C#C)F)=O N-(1-ethylazetidin-3-yl)-3-((4-ethynyl-2-fluorophenyl)amino)-5-fluoroisonicotinamide